ClC=1N=CN(C1)CCCCN1C=NC(=C1)Cl 1,4-bis(4-chloro-1H-imidazol-1-yl)butane